C(C)OP(OCC)(=O)CN(CCO)CCO N,N-bis(2-hydroxyethyl)aminomethylphosphonic acid diethyl ester